C(C=C)(=O)O.C(C=C)(=O)O.C(C=C)(=O)O.N1C(=O)NC(=O)NC1=O cyanuric acid triacrylate